octaethylene glycol monohexadecyl ether C(CCCCCCCCCCCCCCC)OCCOCCOCCOCCOCCOCCOCCOCCO